ClC=1C=C(C=NC1)C1=NC(=C2N=CN(C2=N1)[C@H]1[C@@H]([C@@H]([C@H](O1)C(=O)NCC)O)O)NC (2S,3S,4R,5R)-5-(2-(5-chloropyridin-3-yl)-6-(methylamino)-9H-purin-9-yl)-N-ethyl-3,4-dihydroxyltetrahydrofuran-2-carboxamide